C1(CC1)C(=O)N1CCC(C1)OC1=CC=NN1C(F)(F)F (cyclopropanecarbonyl)-4-((1-(trifluoromethyl)-1H-pyrazol-5-yl)oxy)pyrrolidin